C(C)OC1=C(C=C(C=C1)C=1C=C2CC(C(C2=CC1F)NC(O[C@@H]1CN2CCC1CC2)=O)(C)C)F (S)-quinuclidin-3-yl (5-(4-ethoxy-3-fluorophenyl)-6-fluoro-2,2-dimethyl-2,3-dihydro-1H-inden-1-yl)carbamate